N-methyl-3-(2-methyl-2H-tetrazol-5-yl)-4-((4-(trifluoromethyl)phenyl)amino)benzenesulfonamide CNS(=O)(=O)C1=CC(=C(C=C1)NC1=CC=C(C=C1)C(F)(F)F)C=1N=NN(N1)C